2-(pyridin-4-yl)ethan-1-one N1=CC=C(C=C1)CC=O